C1(=CC(=CC=C1)C(CC(=O)C=1C=C(C=CC1)C)=O)C 1,3-di-m-tolylpropane-1,3-dione